bis(methoxycarbonyl)-3,3'-bis(tert-butylperoxycarbonyl)benzophenone COC(=O)C1=C(C(=C(C(=O)C2=CC(=CC=C2)C(=O)OOC(C)(C)C)C=C1)C(=O)OC)C(=O)OOC(C)(C)C